FC=1C=C(C=CC1)N1N=CC=N1 2-(3-fluorophenyl)2H-1,2,3-triazole